(4-(4-(t-butyl)phenyl)-2-methyl-1,5,6,7-tetrahydro-s-indacen-1-yl)(4-(4-(t-butyl)phenyl)-2-methyl-1H-inden-1-yl)zirconium dichloride [Cl-].[Cl-].C(C)(C)(C)C1=CC=C(C=C1)C1=C2C=C(C(C2=CC=2CCCC12)[Zr+2]C1C(=CC2=C(C=CC=C12)C1=CC=C(C=C1)C(C)(C)C)C)C